N<2>,3-ethenoguanine N1=C2NC=CN2C=2N=CNC2C1=O